NC=1C=2N(C3=CC(=C(C=C3N1)Cl)C(=O)N(C)[C@@H]1COC3=C1C=C(C=C3)F)C=NC2 (S)-4-amino-7-chloro-N-(5-fluoro-2,3-dihydrobenzofuran-3-yl)-N-methylimidazo[1,5-a]quinoxaline-8-carboxamide